C(CCCCCCCCCCC)(=O)OC1CC(N(C(C1)(C)C)O)(C)C 1-hydroxy-2,2,6,6-tetramethylpiperidin-4-yl dodecanoate